5-((3-(2,3-dichlorophenyl)-3,8-diazabicyclo[3.2.1]octan-8-yl)methyl)-2-(2,4-dioxotetrahydropyrimidine-1(2H)-yl)isoindoline-1,3-dione ClC1=C(C=CC=C1Cl)N1CC2CCC(C1)N2CC=2C=C1C(N(C(C1=CC2)=O)N2C(NC(CC2)=O)=O)=O